CC1=NC2=CC=CC=C2N=C1C 2,3-dimethyl-quinoxaline